(R)-4-aminoisoxazolin-3-one N[C@H]1C(NOC1)=O